4-bromo-3-chloro-N-((1R,2R)-2-hydroxycyclopentyl)benzenesulfonamide BrC1=C(C=C(C=C1)S(=O)(=O)N[C@H]1[C@@H](CCC1)O)Cl